ClC=1C=C(NC2(CCC3(C(CC4=CC=CC=C34)C3=CC=C(C=C3)OCC=3C=NC=CC3)CC2)C(=O)O)C=CC1 (1r,4r)-4-(3-Chloroanilino)-2'-{4-[(pyridin-3-yl)methoxy]phenyl}-2',3'-dihydrospiro[cyclohexane-1,1'-indene]-4-carboxylic acid